{4-[5-(5-Fluoro-6-methoxy-1H-indazol-3-yl)-isoxazol-3-yl]-phenyl}-(4-oxetan-3-yl-piperazin-1-yl)-methanone FC=1C=C2C(=NNC2=CC1OC)C1=CC(=NO1)C1=CC=C(C=C1)C(=O)N1CCN(CC1)C1COC1